N-sulfonylacetamidine S(=O)(=O)=NC(C)=N